ClCCN1C(=NC2=C(C1=O)C=NN2C2=CC=C(C=C2)F)C=2C(=NC=CC2)F 5-(2-chloroethyl)-1-(4-fluorophenyl)-6-(2-fluoropyridin-3-yl)-1,5-dihydro-4H-pyrazolo[3,4-d]pyrimidin-4-one